N1CCC(CC1)N1N=CC(=C1)C1CN(CC=C1)C(=O)[O-] 3-(1-(piperidin-4-yl)-1H-pyrazol-4-yl)-3,6-dihydropyridine-1(2H)-carboxylate